COC1=NC(=NC(=C1)C)NC(=O)C1CN(C1)C1=CC(=C2C(C(=CN(C2=N1)C=1SC=CN1)C(=O)O)=O)C 7-{3-[(4-methoxy-6-methylpyrimidin-2-yl)carbamoyl]azetidin-1-yl}-5-methyl-4-oxo-1-(1,3-thiazol-2-yl)-1,4-dihydro-1,8-naphthyridine-3-carboxylic acid